S1C=NC2=C1C(=CC=C2)C2=CC=C(C=C2)N2C[C@H](N(CC2)C(=O)NC=2N=C(SC2)C#C)CO (S)-4-(4-(benzo[d]thiazol-7-yl)phenyl)-N-(2-ethynylthiazol-4-yl)-2-(hydroxymethyl)-piperazine-1-carboxamide